N-lauroyl-L-phenylalanine C(CCCCCCCCCCC)(=O)N[C@@H](CC1=CC=CC=C1)C(=O)O